BrC1=CC=C2C(C(=CN(C2=C1)C(C)C)C(=O)O)=O 7-bromo-4-oxo-1-(propan-2-yl)-1,4-dihydroquinoline-3-carboxylic acid